(5S)-5-[4-(2-Cyclohexyl-ethoxy)-3,5-dimethoxy-phenyl]-5,9-dihydro-8H-furo[3',4':6,7]naphtho[2,3-d][1,3]dioxol-6-one C1(CCCCC1)CCOC1=C(C=C(C=C1OC)[C@H]1C2=CC3=C(OCO3)C=C2CC2=C1C(OC2)=O)OC